Benzyl 3-bromo-2-(((2-((tert-butoxycarbonyl)(methyl)amino)ethyl)-(methyl)amino)methyl)-6,7-dihydropyrazolo[1,5-a]pyrazine-5(4H)-carboxylate BrC=1C(=NN2C1CN(CC2)C(=O)OCC2=CC=CC=C2)CN(C)CCN(C)C(=O)OC(C)(C)C